(3R,5S)-5-(3-((1,1-dioxido-2,3-dihydrobenzo[b]thiophen-4-yl)amino)-1H-pyrazol-5-yl)tetrahydrofuran-3-yl isopropylcarbamate C(C)(C)NC(O[C@H]1CO[C@@H](C1)C1=CC(=NN1)NC1=CC=CC=2S(CCC21)(=O)=O)=O